NC=1C=C(C=C(C1)C(F)(F)F)[C@@H](C)NC=1C2=C(N=C(N1)C)N=C(C(=C2)C(=O)N(C)C)N2CC1CCC(C2)N1 4-((R)-1-(3-amino-5-(trifluoromethyl)phenyl)ethylamino)-7-(3,8-diazabicyclo[3.2.1]octan-3-yl)-N,N,2-trimethylpyrido[2,3-d]pyrimidine-6-carboxamide